CN(S(=O)=O)NC(C)C N-methyl-N-(1-methylethyl)aminosulfonamide